ClC=1C=C2C(=NN1)N(C[C@@H]1N2C[C@H](C1)OS(=O)(=O)C)C(=O)OC(C)(C)C tert-butyl (6aR,8S)-2-chloro-8-((methylsulfonyl)oxy)-6a,7,8,9-tetrahydropyrrolo[1',2':4,5]-pyrazino[2,3-c]pyridazine-5(6H)-carboxylate